O=C1NC=2CN(CCC2C2=C1C=CC=C2)C(=O)[O-] 6-oxo-1,4,5,6-tetrahydrobenzo[c][1,7]naphthyridine-3(2H)-carboxylate